(5-amino-4-methyl-3-(pyridin-4-yl)-1H-pyrazol-1-yl)(2-(4-chlorophenyl)cyclopropyl)methanone NC1=C(C(=NN1C(=O)C1C(C1)C1=CC=C(C=C1)Cl)C1=CC=NC=C1)C